CC(C(N=C=O)N=C=O)CC(CC)(C)C 2,4,4-Trimethyl-diisocyanatohexan